N-[(1R)-2-[2-(3-Amino-3-oxo-propyl)-2-(2-fluoroacetyl)hydrazino]-1-(cyclohexylmethyl)-2-oxo-ethyl]-4-methoxy-1H-indole-2-carboxamide NC(CCN(NC([C@@H](CC1CCCCC1)NC(=O)C=1NC2=CC=CC(=C2C1)OC)=O)C(CF)=O)=O